ClC=1N=CC2=C(N1)N=CC(=C2)C2=C(C(=CC(=C2Cl)OC)OC)Cl 2-chloro-6-(2,6-dichloro-3,5-dimethoxyphenyl)pyrido[2,3-d]pyrimidine